N-(8-fluoro-2-methylimidazo[1,2-a]pyridin-6-yl)-1,1-diphenylmethanimine FC=1C=2N(C=C(C1)N=C(C1=CC=CC=C1)C1=CC=CC=C1)C=C(N2)C